N-(2-(N,N-bis(2,4-dimethoxybenzyl)sulfamoyl)pyridin-4-yl)-2-(4,4-difluoro-3-methylpiperidin-1-yl)-5-oxo-5,6,7,8-tetrahydroquinoline-3-carboxamide COC1=C(CN(S(=O)(=O)C2=NC=CC(=C2)NC(=O)C=2C(=NC=3CCCC(C3C2)=O)N2CC(C(CC2)(F)F)C)CC2=C(C=C(C=C2)OC)OC)C=CC(=C1)OC